(S)-2-((S)-2-hydroxy-2-phenylacetamido)-9-(5,6,7,8-tetrahydro-1,8-naphthyridin-2-yl)nonanoic acid O[C@H](C(=O)N[C@H](C(=O)O)CCCCCCCC1=NC=2NCCCC2C=C1)C1=CC=CC=C1